3-(4-(((2,2-difluorocyclopropyl)methyl)carbamoyl)-3-methoxyphenyl)-4-(4-(2-fluoroacrylamido)-2-methylphenyl)-5-methyl-1H-pyrrole-2-carboxamide FC1(C(C1)CNC(=O)C1=C(C=C(C=C1)C1=C(NC(=C1C1=C(C=C(C=C1)NC(C(=C)F)=O)C)C)C(=O)N)OC)F